N-(2-Hydroxyethyl)-3,4-methylenedioxyamphetamine OCCNC(C)CC1=CC2=C(C=C1)OCO2